C(#N)C[C@@H]1N(CCN(C1)C1=NC(=NC2=CC(=C3C(=C12)OCCC3)C3=C(C=CC=C3)F)OC[C@H]3N(CCC3)C)C(=O)OC(C)(C)C tert-butyl (S)-2-(cyanomethyl)-4-(5-(2-fluorophenyl)-8-(((S)-1-methylpyrrolidin-2-yl)methoxy)-3,4-dihydro-2H-pyrano[2,3-f]quinazolin-10-yl)piperazine-1-carboxylate